FC1=CC=C(C=C1)NC=1N(N=C2C1C(N(C=1N2CC(N1)(C)C)C)=O)CC=1C=NC(=NC1)C 3-((4-fluorophenyl)amino)-5,7,7-trimethyl-2-((2-methylpyrimidin-5-yl)methyl)-7,8-dihydro-2H-imidazo[1,2-a]pyrazolo[4,3-e]pyrimidin-4(5H)-one